CN(C)CCCCCCCCCCCC N,N-dimethyl-1-dodecylamine